(3-fluorophenyl)-6,7-dimethoxy-1,4-dihydroindeno[1,2-c]pyrazol-3-amine FC=1C=C(C=CC1)N1N=C(C2=C1C1=CC(=C(C=C1C2)OC)OC)N